2-methoxy-1-propyl benzoate C(C1=CC=CC=C1)(=O)OCC(C)OC